O=C(C[C@@H](CC1=C(C=C(C(=C1)F)F)F)N)N1CC=2N(CC1)C(=NN2)C(F)(F)F (2R)-4-oxo-4-[3-(trifluoromethyl)-5,6-dihydro[1,2,4]-triazolo[4,3-a]pyrazin-7(8H)-yl]-1-(2,4,5-trifluorophenyl)butan-2-amine